FCS(=O)(=O)NC1CN(CC12CC2)C(=O)N[C@@H](CF)C 7-((fluoromethyl)sulfonamido)-N-((R)-1-fluoropropan-2-yl)-5-azaspiro[2.4]heptane-5-carboxamide